C([C@@H](O)CC(=O)O)(=O)O.NC1=C2C(=NC=N1)N(N=C2C2=CC=C(C=C2)OC2=CC=CC=C2)C2CCN(CC2)C2CN(C2)C2CN(C2)C=2C=C1C(N(C(C1=CC2)=O)C2C(NC(CC2)=O)=O)=O 5-[3-[3-[4-[4-Amino-3-(4-phenoxyphenyl)pyrazolo[3,4-d]pyrimidin-1-yl]-1-piperidinyl]Azetidin-1-yl]azetidin-1-yl]-2-(2,6-dioxo-3-piperidinyl)isoindoline-1,3-dione L-Malate